FC1=CC(=CC=2N(C(=NC21)C)C(C)C)C2=CNC1=NC(=CC=C12)NC(C1=CC=NC=C1)=O N-(3-(4-fluoro-1-isopropyl-2-methyl-1H-benzo[d]imidazol-6-yl)-1H-pyrrolo[2,3-b]pyridin-6-yl)isonicotinamide